C(C)C1=C(C=CC(=N1)N)C1=CSC2=C1C=CC(=C2)OC 6-Ethyl-5-(6-methoxybenzothiophen-3-yl)pyridin-2-amine